2-methyl-4-{4-[(3-trifluoromethanesulfonylphenyl)methyl]pyridin-2-yl}benzamide hydrochloride Cl.CC1=C(C(=O)N)C=CC(=C1)C1=NC=CC(=C1)CC1=CC(=CC=C1)S(=O)(=O)C(F)(F)F